(E)-N-[6-[4-[acetyl(cyclopropylmethyl)amino]-3-chloro-phenyl]-3-pyridyl]-3-(3-pyridyl)prop-2-enamide C(C)(=O)N(C1=C(C=C(C=C1)C1=CC=C(C=N1)NC(\C=C\C=1C=NC=CC1)=O)Cl)CC1CC1